bromo-2-(2,3-dichlorophenyl)mercapto-3-[(4-methoxyphenyl)methoxy]pyrazine BrC=1N=C(C(=NC1)SC1=C(C(=CC=C1)Cl)Cl)OCC1=CC=C(C=C1)OC